N-((1S,4S)-4-(2,3,5,6-tetrafluoro-4-(methylsulfonyl)phenoxy)cyclohexyl)-7-((2-(trimethylsilyl)ethoxy)methyl)-7H-pyrrolo[2,3-d]pyrimidin-4-amine FC1=C(OC2CCC(CC2)NC=2C3=C(N=CN2)N(C=C3)COCC[Si](C)(C)C)C(=C(C(=C1F)S(=O)(=O)C)F)F